FS(C=1C=C(CNC(=O)[C@@H]2[C@H]3CC[C@@H](C2)C3)C=CC1)(F)(F)(F)F |r| (1SR,2SR,4RS)-N-(3-(pentafluoro-λ6-sulfanyl)benzyl)bicyclo[2.2.1]heptane-2-carboxamide